[Na+].C(N(CC(=O)[O-])CC(=O)O)CN(CC(=O)[O-])CC(=O)[O-].[Ca+2] calcium edetate sodium salt